ClC1=CC=C(C=2NC(=NC21)C(=O)O)Cl 4,7-Dichloro-1H-benzimidazole-2-carboxylic acid